FC1=C(C=C(C=C1)NC(=O)[C@@H]1CN(C[C@@H]1C)C(=O)OCC1=CC=CC=C1)C benzyl (3S,4R)-3-((4-fluoro-3-methylphenyl) carbamoyl)-4-methylpyrrolidine-1-carboxylate